ClC=1C=C(COC2=CC=CC3=C2C(=NO3)NC=3C=NC=CC3)C=CC1 4-(3-chlorobenzyloxy)-3-(pyridin-3-ylamino)benzo[d]isoxazole